CCS(=O)(=O)N methylmethanesulfonamide